(2-(((1-methylpyrrolidine-3-carbonyl) oxy) methyl) propane-1,3-diyl) dioctanedioate C(CCCCCCC(=O)[O-])(=O)OCC(COC(CCCCCCC(=O)[O-])=O)COC(=O)C1CN(CC1)C